N-(2-amino-ethyl)-3-aminopropyl-trimethoxysilane NCCNCCC[Si](OC)(OC)OC